COC=1C=C(C=CC1OC)C1=CC=2C=NC(=CC2N1C)C=1C=NC(=CC1)N1CCN(CC1)C(C)C 2-(3,4-Dimethoxyphenyl)-6-(6-(4-isopropylpiperazin-1-yl)pyridin-3-yl)-1-methyl-1H-pyrrolo[3,2-c]pyridin